S1(CCCCC1)(=O)=O thian-1,1-dion